[Pt](=S)=S platinum (iv) sulfide